(2,3-Dihydrobenzo[b][1,4]dioxin-6-yl)boronic acid O1C2=C(OCC1)C=C(C=C2)B(O)O